4-hydroxy-N-ethyltryptamine OC=1C=CC=C2NC=C(CCNCC)C12